6,7,8-trimethoxy-1-(3-amino-4-methoxyphenyl)-2-phenyl-4,5-dihydro-2H-benzo[e]indazole COC1=C(C(=CC=2C3=C(N(N=C3CCC21)C2=CC=CC=C2)C2=CC(=C(C=C2)OC)N)OC)OC